[Co]=O.[Na] Sodium Cobalt Oxide